[Au]=[Te] gold telluride